C(#N)C1=C(NC(NC1=O)=S)/C=C/C1=C(OCC(=O)OCC)C(=CC=C1)OC ethyl (E)-2-(2-(2-(5-cyano-6-oxo-2-thioxo-1,2,3,6-tetrahydropyrimidin-4-yl)vinyl)-6-methoxyphenoxy)acetate